BrC=1N=C(N(C1F)C)[Si](C(C)C)(C(C)C)C(C)C 4-bromo-5-fluoro-1-methyl-2-(triisopropylsilyl)-1H-imidazole